phenyl 4,4-dimethylvalerate CC(CCC(=O)OC1=CC=CC=C1)(C)C